C(C)(=O)OCC(CC(CCCCCCCCCCCC#C)O)O 2,4-dihydroxyheptadec-16-ynyl acetate